(R)-6-(4,4-difluoropyrrolidin-2-yl)-2-(4-methoxybenzyl)-4-(trifluoromethyl)pyridazin-3(2H)-one hydrochloride Cl.FC1(C[C@@H](NC1)C=1C=C(C(N(N1)CC1=CC=C(C=C1)OC)=O)C(F)(F)F)F